2-(hydroxymethyl)-3-(2-methyl-1H-benzimidazol-5-yl)-5-propylbenzonitrile OCC1=C(C#N)C=C(C=C1C1=CC2=C(NC(=N2)C)C=C1)CCC